1-[(4-cyanophenyl)methyl]-1-methoxy-3-methyl-urea C(#N)C1=CC=C(C=C1)CN(C(=O)NC)OC